(R)-3-methyl-5-phenyl-5,6-dihydro-2H-1,4-oxazin-2-one CC=1C(OC[C@H](N1)C1=CC=CC=C1)=O